CNCCCCCCCCCCCCCCCCCCCCC N-methylhenicosan-1-amine